methyl N-[5-[6-[(4-chloro-3-methyl-benzoyl)-methyl-amino]-8-methyl-imidazo[1,2-a]pyridin-3-yl]-2-pyridyl]carbamate ClC1=C(C=C(C(=O)N(C=2C=C(C=3N(C2)C(=CN3)C=3C=CC(=NC3)NC(OC)=O)C)C)C=C1)C